C(CCCCCCCCCCCCC)[N+](CCCCCC)(CCCCCC)CCCCCC tetradecyl-trihexylammonium